CN1C(N(C=CC=C1)CCCNC1=NC=NC=C1C#N)=O 4-((3-(3-methyl-2-oxo-1,3-diazepin-1-yl)propyl)amino)pyrimidine-5-carbonitrile